tert-butyl (2R,3S)-3-((5-(2-((2,6-dimethylpyrimidin-4-yl)amino)pyrazolo[1,5-a]pyridin-5-yl)-1-methyl-1H-pyrazol-4-yl)oxy)-2-methylpyrrolidine-1-carboxylate CC1=NC(=CC(=N1)NC1=NN2C(C=C(C=C2)C2=C(C=NN2C)O[C@@H]2[C@H](N(CC2)C(=O)OC(C)(C)C)C)=C1)C